NCCCC#CC1=CC=C(O1)C#CCNC(C[C@H]1C=2N(C3=C(C(=N1)C1=CC=C(C=C1)Cl)C(=C(S3)C)C)C(=NN2)C)=O (S)-N-(3-(5-(5-aminopent-1-yn-1-yl)furan-2-yl)prop-2-yn-1-yl)-2-(4-(4-chlorophenyl)-2,3,9-trimethyl-6H-thieno[3,2-f][1,2,4]triazolo[4,3-a][1,4]diazepin-6-yl)acetamide